FC1(CCC(C(C1)O)(OC)OC)F 5,5-difluoro-2,2-dimethoxycyclohexane-1-ol